NC=1N=C(SC1C(=O)C=1C=NC(=CC1)OC)N(C1=CC(=C(C=C1)F)F)[C@@H](C(=O)N)C (R)-2-(N-[4-Amino-5-(6-methoxypyridin-3-carbonyl)thiazol-2-yl]-3,4-difluoroanilino)propanamid